2,2-bis(4-allyloxyphenyl)hexafluoropropane C(C=C)OC1=CC=C(C=C1)C(C(F)(F)F)(C(F)(F)F)C1=CC=C(C=C1)OCC=C